3-(4-(dimethylphosphoryl)phenyl)-6,7-difluoro-3-(4-hydroxyphenyl)indol-2-one CP(=O)(C)C1=CC=C(C=C1)C1(C(NC2=C(C(=CC=C12)F)F)=O)C1=CC=C(C=C1)O